1-(3-(4-(trifluoromethyl)phenyl)-7,8-dihydro-1,6-naphthyridin-6(5H)-yl)prop-2-en FC(C1=CC=C(C=C1)C=1C=NC=2CCN(CC2C1)CC=C)(F)F